FCC1N(CC=C(CC1)C1=C(C(=CC=2CCOC21)NC2=NC(=CC(=N2)C)NC)F)C(=O)OC(C)(C)C tert-butyl 2-(fluoromethyl)-5-[6-fluoro-5-[[4-methyl-6-(methylamino) pyrimidin-2-yl] amino]-2,3-dihydrobenzofuran-7-yl]-2,3,4,7-tetrahydroazepine-1-carboxylate